FC1=C(C=C(C(=C1O)F)F)C1=NC(=NO1)CN1C(COCC1)=O 4-((5-(2,4,5-Trifluoro-3-hydroxyphenyl)-1,2,4-oxadiazol-3-yl)methyl)morpholin-3-one